5-Chloro-4-fluoro-3-methyl-1-(tetrahydro-2H-pyran-2-yl)-1H-pyrazolo[3,4-c]pyridine ClC=1C(=C2C(=CN1)N(N=C2C)C2OCCCC2)F